7-(1-(5-(1-((methylsulfonyl)methoxy)-2,2,2-trifluoroethyl)pyridin-2-yl)-1H-pyrazol-4-yl)-3H-imidazo[4,5-b]pyridine CS(=O)(=O)COC(C(F)(F)F)C=1C=CC(=NC1)N1N=CC(=C1)C1=C2C(=NC=C1)NC=N2